C(C(C)C)N1C=NC=2C=NC=3C=CC=CC3C21 1-isobutyl-1H-imidazo[4,5-c]quinolin